C1=CC=CC=2C3=CC=CC=C3C(C12)COC(=O)N[C@@H](CC(=O)O)C(=O)OC(C)(C)C (S)-3-((((9H-fluoren-9-yl)methoxy)carbonyl)amino)-4-(tert-butoxy)-4-oxobutanoic acid